tert-butyl 9-(5-cyano-4-(pyrimidin-2-yl)-1-((2-(trimethylsilyl)ethoxy)-methyl)-1H-pyrazol-3-yl)-3-azaspiro[5.5]undec-8-ene-3-carboxylate C(#N)C1=C(C(=NN1COCC[Si](C)(C)C)C1=CCC2(CCN(CC2)C(=O)OC(C)(C)C)CC1)C1=NC=CC=N1